acetaldehyde O-(2-oxo-2-(4-(5-(trifluoromethyl)pyrimidin-2-yl)piperazine-1-yl)ethyl)oxime O=C(CON=CC)N1CCN(CC1)C1=NC=C(C=N1)C(F)(F)F